COC=1C=C2C(=CNC2=CC1)CCN(C(C)C)C N-(2-(5-methoxy-1H-indol-3-yl)ethyl)-N-methylpropan-2-amine